C(C)(C)(C)OC(C1=CC(=C(C=C1)Br)F)=O.FC(C1CN(CC1)C(=O)N)(F)F 3-(trifluoromethyl)pyrrolidine-1-carboxamide tert-butyl-4-bromo-3-fluorobenzoate